FC1=C(C=C2CN(CC(C2=O)=CC2=C(C=CC=C2)F)C)C=CC=C1 3,5-Bis(2-fluorobenzylidene)-1-methylpiperidin-4-one